6-[4-[acetyl-(isopropyl)amino]-3-fluoro-phenyl]-N-(3-pyridylmethyl)pyridine-3-carboxamide C(C)(=O)N(C1=C(C=C(C=C1)C1=CC=C(C=N1)C(=O)NCC=1C=NC=CC1)F)C(C)C